NC1=C2C(=NC=N1)N(N=C2C=2NC1=CC(=CC=C1C2Cl)C(=O)OC)CCO Methyl 2-(4-amino-1-(2-hydroxyethyl)-1H-pyrazolo[3,4-d]pyrimidin-3-yl)-3-chloro-1H-indole-6-carboxylate